COC1=C(C=C(C=C1)C(C1=CC(=C(C(=C1)OC)OC)OC)=O)O 2-methoxy-5-(3,4,5-trimethoxybenzoyl)phenol